S1CCOCCC1 4-oxathiaCycloheptane